ClC=1N(C2=CC=C(C=C2C1C=O)F)CCOCC 2-chloro-1-(2-ethoxyethyl)-5-fluoro-1H-indole-3-carboxaldehyde